4-((S or R)-4-((1R,5S)-3,8-diazabicyclo[3.2.1]octan-3-yl)-6-chloro-2-(3-(dimethylamino)bicyclo[1.1.1]pentan-1-yl)-8-fluoroquinazolin-7-yl)naphthalen-2-ol dihydrochloride Cl.Cl.[C@H]12CN(C[C@H](CC1)N2)C2=NC(=NC1=C(C(=C(C=C21)Cl)C2=CC(=CC1=CC=CC=C21)O)F)C21CC(C2)(C1)N(C)C